2-[6-(4-fluoro-3-{[(2S)-1-(1H-tetrazol-1-yl)propan-2-yl]oxy}phenyl)imidazo[1,2-b]pyridazin-3-yl]-4-(fluoromethoxy)pyridine-3-carbonitrile FC1=C(C=C(C=C1)C=1C=CC=2N(N1)C(=CN2)C2=NC=CC(=C2C#N)OCF)O[C@H](CN2N=NN=C2)C